2-hydrazinol NNO